ClC1=C(C=CC=C1OCOC)\C=C(/F)\B1OC(C(O1)(C)C)(C)C 2-[(Z)-2-[2-chloro-3-(methoxymethoxy)phenyl]-1-fluoro-vinyl]-4,4,5,5-tetramethyl-1,3,2-dioxaborolane